(4-fluorophenyl)-6-methoxy-1-(3-phenylpropyl)-1H-benzo[d]Imidazole FC1=CC=C(C=C1)C1=NC2=C(N1CCCC1=CC=CC=C1)C=C(C=C2)OC